C1(CC1)NC(=O)[C@H]1N(C[C@@H](C1)O)C([C@H](C(C)(C)C)N1N=NC(=C1)C1CC1)=O (2S,4R)-N-cyclopropyl-1-((S)-2-(4-cyclopropyl-1H-1,2,3-triazol-1-yl)-3,3-dimethylbutanoyl)-4-hydroxypyrrolidine-2-carboxamide